2,5-dichloro-N-[2,4-difluoro-3-(7-fluoro-1H-benzimidazol-5-yl)phenyl]benzene-1-sulfonamide ClC1=C(C=C(C=C1)Cl)S(=O)(=O)NC1=C(C(=C(C=C1)F)C1=CC2=C(NC=N2)C(=C1)F)F